1-(4-(1,5-Dimethyl-1H-indazol-3-yl)phenyl)-3-(pyridin-4-ylmethyl)urea CN1N=C(C2=CC(=CC=C12)C)C1=CC=C(C=C1)NC(=O)NCC1=CC=NC=C1